COCCC1=CC=C(OCC2OC2)C=C1 {[4-(2-methoxyethyl)phenoxy]methyl}oxirane